bis[9-(3-hydroxypropyl)-fluoren-9-yl]methane OCCCC1(C2=CC=CC=C2C=2C=CC=CC12)CC1(C2=CC=CC=C2C=2C=CC=CC12)CCCO